tert-Butyl 4-(2-cyanoethyl)piperazine-1-carboxylate C(#N)CCN1CCN(CC1)C(=O)OC(C)(C)C